(2S,3S,5S,6S,7S,8S)-4-((S*)-5-(ethoxycarbonyl)-6-(4-fluorophenyl)-2-(thiazol-2-yl)-3,6-dihydropyrimidin-4-yl)cubane-1-carboxylic acid C(C)OC(=O)C1=C(NC(=N[C@H]1C1=CC=C(C=C1)F)C=1SC=CN1)C12C3C4C5(C(C14)C2C53)C(=O)O